COC1=CC=C(CN2C(NC3=C(C2=O)CN(CC3)C(=O)OCC3=CC=CC=C3)=O)C=C1 3-(4-methoxybenzyl)-6-benzyloxycarbonyl-5,6,7,8-tetrahydropyrido[4,3-d]pyrimidine-2,4(1H,3H)-dione